5-bromo-2-[1-(trifluoromethyl)cyclobutoxy]pyridine BrC=1C=CC(=NC1)OC1(CCC1)C(F)(F)F